(S)-3-(7-fluoro-1H-benzo[d]imidazol-5-yl)-4-phenyloxazolidin-2-one FC1=CC(=CC2=C1NC=N2)N2C(OC[C@@H]2C2=CC=CC=C2)=O